5-Bromo-2-isopropyl-7-methylisoindol-1-one BrC=1C=C2CN(C(C2=C(C1)C)=O)C(C)C